BrC1=CC(=CC=C1)S(=O)(=O)C1CC(C1)(F)F 1-bromo-3-(3,3-difluorocyclobutyl)sulfonyl-benzene